(R)-(5-(1-methyl-1H-pyrazol-4-yl)-1,3,4-oxadiazol-2-yl)(4-(pyrazolo[1,5-a]pyridin-2-yl)-6,7-dihydro-1H-imidazo[4,5-c]pyridin-5(4H)-yl)methanone CN1N=CC(=C1)C1=NN=C(O1)C(=O)N1[C@H](C2=C(CC1)NC=N2)C2=NN1C(C=CC=C1)=C2